FC(C(=O)O)(F)F.BrC1=CC=C(C(=N1)F)C1(CC(C1)N)F 3-(6-bromo-2-fluoropyrid-3-yl)-3-fluorocyclobutylamine trifluoroacetate